Tert-Butyl 4-chloro-5-((3-fluorophenyl)(hydroxy)methyl)thiazol-2-ylcarbamate ClC=1N=C(SC1C(O)C1=CC(=CC=C1)F)NC(OC(C)(C)C)=O